2-hydroxy-5-ethyl-1,3-benzenedimethanol OC1=C(C=C(C=C1CO)CC)CO